C(C)(=O)O[C@]1(C(CC2=CC=CC(=C12)F)CC)N ethyl-[(1S)-1-amino-7-fluoro-indan-1-yl] acetate